ClC=1C(=NC(=NC1)N1C[C@H]([C@@H](CC1)NC1=CC=C2C(=NN(C2=C1)C)[C@@H]1C(NC(CC1)=O)=O)C)NC=1C=C2CC(N(C2=CC1)CCN1CCOCC1)=O (R)-3-(6-(((3R,4R)-1-(5-chloro-4-((1-(2-morpholinoethyl)-2-oxoindolin-5-yl)amino)pyrimidin-2-yl)-3-methylpiperidin-4-yl)amino)-1-methyl-1H-indazol-3-yl)piperidine-2,6-dione